(1r,2S,5S)-3-((S)-2-hydroxy-2-phenylacetyl)-6,6-dimethyl-N-((S)-3-oxo-1-((S)-2-oxopyrrolidin-3-yl)-4-(trifluoromethoxy)butan-2-yl)-3-azabicyclo[3.1.0]hexane-2-carboxamide O[C@H](C(=O)N1[C@@H]([C@H]2C([C@H]2C1)(C)C)C(=O)N[C@@H](C[C@H]1C(NCC1)=O)C(COC(F)(F)F)=O)C1=CC=CC=C1